2,2-dioleyl-4-(3-dimethylaminobutyl)-[1,3]-dioxolane C(CCCCCCC\C=C/CCCCCCCC)C1(OCC(O1)CCC(C)N(C)C)CCCCCCCC\C=C/CCCCCCCC